5-methyl-N-(1-(4-phenylcyclohexyl)ethyl)-2-(pyridin-3-yl)-1H-pyrrole-3-carboxamide CC1=CC(=C(N1)C=1C=NC=CC1)C(=O)NC(C)C1CCC(CC1)C1=CC=CC=C1